cyclopropyl-2-methyl-imidazo[1,2-a]pyridin-3-yl-[(7S)-2,7-dimethyl-3-(3,4,5-trifluorophenyl)-5,7-dihydro-4H-pyrazolo[3,4-c]pyridin-6-yl]methanone C1(CC1)C1=CC=CC=2N1C(=C(N2)C)C(=O)N2[C@H](C=1C(CC2)=C(N(N1)C)C1=CC(=C(C(=C1)F)F)F)C